C(#N)C1=CC=C(S1)C1N(OCC1)C(=O)OC(C)(C)C tert-butyl 3-(5-cyanothiophen-2-yl)-1,2-oxazolidin-2-carboxylate